mercaptoethyl-guanidine dihydrobromide Br.Br.SCCNC(=N)N